NC1CC(C1)NC(=O)C1=C(C=C(C=C1)NC(=O)C=1N(C(=CN1)C=1C(=NN(C1)CC=1N=C(SC1)C)C(F)(F)F)C)Cl N-[4-[(3-aminocyclobutyl)carbamoyl]-3-chlorophenyl]-1-methyl-5-[1-[(2-methyl-1,3-thiazol-4-yl)methyl]-3-(trifluoromethyl)pyrazol-4-yl]imidazole-2-carboxamide